O=C1N(CCC(N1)=O)N1C(C2=CC=C(C=C2C1=O)N1CCC(CC1)CN1CCC(CC1)N1N=C2C(=C(C=CC2=C1)OC)NC(C1=CC(=CC=C1)C(F)(F)F)=O)=O N-(2-(1-((1-(2-(2,4-dioxotetrahydropyrimidin-1(2H)-yl)-1,3-dioxoisoindolin-5-yl)piperidin-4-yl)methyl)piperidin-4-yl)-6-methoxy-2H-indazol-7-yl)-3-(trifluoromethyl)benzamide